C[C@@H]1CN(C[C@@H](N1)C)C=1C=CC=2N(C(C=C(N2)C=2C=C3N(C=C(N=C3CC)C)C2)=O)C1 7-[(3R,5S)-3,5-dimethylpiperazin-1-yl]-2-(1-ethyl-3-methylpyrrolo[1,2-a]pyrazin-7-yl)-4H-pyrido[1,2-a]pyrimidin-4-one